COC(=O)C=1C(N(N=C(C1)C1=CC=C(C=C1)OC(F)(F)F)C=1C=NN(C1)C)=O 2-(1-methyl-1H-pyrazol-4-yl)-3-oxo-6-[4-(trifluoromethoxy)phenyl]-2,3-dihydropyridazine-4-carboxylic acid methyl ester